NC1=C2C(=NC=N1)N(N=C2C2=CC=C(C=C2)OC2=CC=CC=C2)[C@H]2[C@@H](CN(CC2)CC=2C=C1CN(C(C1=CC2F)=O)C2C(NC(CC2)=O)=O)F 3-(5-(((3R,4R)-4-(4-amino-3-(4-phenoxyphenyl)-1H-pyrazolo[3,4-d]pyrimidin-1-yl)-3-fluoropiperidin-1-yl)methyl)-6-fluoro-1-oxoisoindolin-2-yl)piperidine-2,6-dione